The molecule is a member of the class of 1-benzofurans that is a lignan obtained by cyclodimerisation of ferulic acid. It has a role as a plant metabolite. It is an alpha,beta-unsaturated monocarboxylic acid and a glycosmisic acid. It derives from a ferulic acid. It is a conjugate acid of an ent-glycosmisate. It is an enantiomer of a (2R,3S)-glycosmisic acid. COC1=CC(=CC2=C1O[C@@H]([C@H]2CO)C3=CC(=C(C=C3)O)OC)/C=C/C(=O)O